COP(OC)(=O)CCCCCO[Si](C)(C)C(C)(C)C (5-((tert-butyldimethylsilyl)oxy)pentyl)phosphonic acid dimethyl ester